C(C1=CC=CC=C1)OC1(CC1)C(C=1C(=C(C=CC1)[C@@H](C)N)F)(F)F (R)-1-(3-((1-(benzyloxy)cyclopropyl)difluoromethyl)-2-fluorophenyl)ethan-1-amine